FC(N1N=CC(=C1)C1=CC=NC2=C(C=CC=C12)NC(C1=CN=C(C=C1)OC(C)C)=O)F N-(4-(1-(difluoromethyl)-1H-pyrazol-4-yl)quinolin-8-yl)-6-isopropoxynicotinamide